BrC1=CC(=C(OCC23CC(C2)(C3)C(=O)N3N=CCC3C3=CC(=CC(=C3)F)F)C=C1)F (3-((4-bromo-2-fluorophenoxy)methyl)bicyclo[1.1.1]Pent-1-yl)(5-(3,5-difluorophenyl)-4,5-dihydro-1H-pyrazol-1-yl)methanone